CN(C(C#CC(=O)N1CCC(CC1)OCC(C(=O)O)C(C)C)(C)C)C (((1-(4-(dimethylamino)-4-methylpent-2-ynoyl)piperidin-4-yl)oxy)methyl)-3-methylbutanoic acid